NCC1=NNC(C2=CC=C(C=C12)C=1C=NN(C1C1=C(C=C2C=CC=NC2=C1Cl)C#N)C)=O (P)-7-(4-(4-(aminomethyl)-1-oxo-1,2-dihydrophthalazin-6-yl)-1-methyl-1H-pyrazol-5-yl)-8-chloroquinoline-6-carbonitrile